C(C)(C)(C)OC(=O)N1C[C@@H](CC1)CCNC1CCC(CC1)(F)F |r| tert-butyl-(RS)-3-(2-((4,4-difluorocyclohexyl)amino)ethyl)pyrrolidine-1-carboxylate